N-(4-(7-methoxy-1,9-dimethyl-9H-pyrido[3,4-b]indol-6-yl)phenyl)butyramide COC1=C(C=C2C3=C(N(C2=C1)C)C(=NC=C3)C)C3=CC=C(C=C3)NC(CCC)=O